OC1(C(N(C2=CC=CC=C12)CCC1=CC=CC=C1)=O)CC(C1=CC=C(C=C1)OC1=CC=CC=C1)=O 3-hydroxy-3-(2-oxo-2-(4-phenoxyphenyl)ethyl)-1-phenethylindol-2-one